2-[3-chloro-6-[5-methyl-1-(4-piperidinyl)triazol-4-yl]pyrazolo[1,5-a]pyridin-4-yl]oxy-1-(5-fluoro-2-pyridinyl)ethanol ClC=1C=NN2C1C(=CC(=C2)C=2N=NN(C2C)C2CCNCC2)OCC(O)C2=NC=C(C=C2)F